OC1=C(C(=O)[O-])C(=CC(=C1)OCC)O 2,6-dihydroxy-4-ethoxybenzoate